O=C(CN1CCC(CC1)OC1=CC=NC2=C(C=CC=C12)C#N)N1[C@@H](C[C@@H](C1)F)C#N 4-[[1-[2-Oxo-2-[(2S,4S)-2-cyano-4-fluoro-pyrrolidin-1-yl]ethyl]-4-piperidyl]oxy]chinolin-8-carbonitril